magnesium β-hydroxypentanoate OC(CC(=O)[O-])CC.[Mg+2].OC(CC(=O)[O-])CC